diisobutylmethylene(cyclopentadienyl)(2,7-dimethyl-3,6-di-tert-butylfluorenyl)zirconium dichloride [Cl-].[Cl-].C(C(C)C)C(CC(C)C)=[Zr+2](C1=C(C(=CC=2C3=CC(=C(C=C3CC12)C)C(C)(C)C)C(C)(C)C)C)C1C=CC=C1